silver-indium-gallium-sulfide [Ga]=S.[In].[Ag]